alpha-butylamino-17beta-(1-hydroxy-1-methyl-ethyl)androsta-5-en-3beta-ol C(CCC)NC[C@@]12[C@H](CC[C@H]1[C@@H]1CC=C3C[C@H](CC[C@]3(C)[C@H]1CC2)O)C(C)(C)O